Cyclohexane-1,2,3,4,5,6-Hexol C1(C(C(C(C(C1O)O)O)O)O)O